C(=O)(O)CCNC(=O)C1=CC2=C(S1)C=C(C(=C2)OCCCOC=2C=C1CN(CC1=CC2OC)C(CCC(=O)O)=O)OC 4-(5-(3-((2-((2-carboxyethyl)carbamoyl)-6-methoxybenzo[b]thiophen-5-yl)oxy)propoxy)-6-methoxyisoindolin-2-yl)-4-oxobutanoic acid